6-chloro-3-(2,3-dichlorophenyl)-2-(methylsulfanyl)-3,4-dihydropyrimidin-4-one ClC1=CC(N(C(=N1)SC)C1=C(C(=CC=C1)Cl)Cl)=O